N1CC(C1)CN1CCN(CC1)CC1CCN(CC1)C=1C=C2C(N(C(C2=CC1)=O)C1C(NC(CC1)=O)=O)=O 5-[4-[[4-(azetidin-3-ylmethyl)piperazin-1-yl]methyl]-1-piperidinyl]-2-(2,6-dioxo-3-piperidinyl)isoindoline-1,3-dione